CCCCCCCCCCCCCCCCCCC(=O)OC[C@H](COP(=O)(O)OC[C@H](CO)O)OC(=O)CCCCCCC/C=C\C/C=C\CCCCC 1-nonadecanoyl-2-(9Z,12Z-octadecadienoyl)-glycero-3-phospho-(1'-sn-glycerol)